CN(C(=O)C=1C=NN(C1)C1=CNC2=NC=C(C=C21)C2=CC=C1CCN(CC1=C2)C)C N,N-dimethyl-1-(5-(2-methyl-1,2,3,4-tetrahydroisoquinolin-7-yl)-1H-pyrrolo[2,3-b]pyridin-3-yl)-1H-pyrazole-4-carboxamide